2-propionyl-acrylic acid C(CC)(=O)C(C(=O)O)=C